(acryloyloxyethyl)-N,N,N-trimethylammonium C(C=C)(=O)OCC[N+](C)(C)C